6-(2,4-dioxo-1,2,3,4-tetrahydropyrimidin-5-yl)imidazo[1,2-b]pyridazin O=C1NC=C(C(N1)=O)C=1C=CC=2N(N1)C=CN2